Cl.FC(C1=NC=C(C=N1)[C@@H](C)N)F (1R)-1-[2-(difluoromethyl)pyrimidin-5-yl]ethylamine hydrochloride